N-[(2-{[({3-methylbicyclo[1.1.1]pentan-1-yl}methyl)amino]methyl}-1H-indol-6-yl)methyl]-4-oxo-4H-pyrido[1,2-a]pyrimidine-2-carboxamide CC12CC(C1)(C2)CNCC=2NC1=CC(=CC=C1C2)CNC(=O)C=2N=C1N(C(C2)=O)C=CC=C1